4-amino-1-cyclopentyl-N-(4-((methylthio)methyl)phenyl)-1H-pyrazolo[3,4-d]pyrimidine-3-carboxamide NC1=C2C(=NC=N1)N(N=C2C(=O)NC2=CC=C(C=C2)CSC)C2CCCC2